C1(CCCC1)CC=1C(=C2CCCC2=CC1)NC(=O)C1=C(OC=C1C(C)(C)O)S(=O)(=O)N ((5-(cyclopentylmethyl)-2,3-dihydro-1H-inden-4-yl)carbamoyl)-4-(2-hydroxypropan-2-yl)furan-2-sulfonamide